2-((2-chloro-6-methyl-5,6,7,8-tetrahydropyrido[4,3-d]pyrimidin-4-yl)amino)-1-fluoro-11-methyl-5,6,8,9,10,11-hexahydro-7H-pyrido[3',4':4,5]pyrrolo[2,3-f]isoquinolin-7-one ClC=1N=C(C2=C(N1)CCN(C2)C)NC=2N=CC=1CCC3=C(C1C2F)N(C2=C3C(NCC2)=O)C